CC1=CN(CC1C)NC1=NC2=C(C(=CC=C2C(=C1)Cl)Cl)Cl 3,4-dimethyl-1-[(4,7,8-trichloro(2-quinolyl))amino]azoline